FC(F)(F)CO trifluoromethyl-methanol